dicyclohexyl[2-(2,6-diisopropoxyphenyl)phenyl]phosphane C1(CCCCC1)P(C1=C(C=CC=C1)C1=C(C=CC=C1OC(C)C)OC(C)C)C1CCCCC1